6-[3-[(2-fluoro-3-pyridyl)amino]-7,8-dihydro-5H-1,6-naphthyridin-6-yl]-4,5-dimethyl-pyridazine-3-carbonitrile FC1=NC=CC=C1NC=1C=NC=2CCN(CC2C1)C1=C(C(=C(N=N1)C#N)C)C